[N+](=[N-])=CC(CC[C@@H](C(=O)OCC1=CC=NC=C1)NC([C@@H](C)OC)=O)=O pyridin-4-ylmethyl (S)-6-diazo-2-((R)-2-methoxypropanamido)-5-oxohexanoate